C(N)(=O)C1=NN(C=C1NC(=O)C=1C=NN2C1N=CC=C2)C N-(3-Carbamoyl-1-methyl-1H-pyrazol-4-yl)pyrazolo[1,5-a]pyrimidin-3-carboxamid